methyl 4-[(3R)-3-[(tert-butoxycarbonyl)(cyclopropyl)amino]pyrrolidin-1-yl]-6-fluoro-2-methylindazole-7-carboxylate C(C)(C)(C)OC(=O)N([C@H]1CN(CC1)C=1C2=CN(N=C2C(=C(C1)F)C(=O)OC)C)C1CC1